(7R,14R)-11-(3-(tert-butoxy)prop-1-yn-1-yl)-1-(difluoromethoxy)-6-(methyl-d3)-6,7-dihydro-7,14-methanobenzo[f]benzo[4,5]imidazo[1,2-a][1,4]diazocin-5(14H)-one C(C)(C)(C)OCC#CC1=CC2=C(N=C3N2[C@H]2C4=C(C(N([C@@H]3C2)C([2H])([2H])[2H])=O)C=CC=C4OC(F)F)C=C1